Cl.FC=1C=2CC3OCCNC3C2C=CC1C(F)(F)F 8-fluoro-7-(trifluoromethyl)-2,3,4,4a,9,9a-hexahydroindeno[2,1-b][1,4]oxazine hydrochloride